C(C)(=O)N[C@H](C(=O)NCC=1C=C2CN(C(C2=CC1)=O)C1C(NC(CC1)=O)=O)C1=CC=CC=C1 (2S)-2-Acetamido-N-((2-(2,6-dioxopiperidin-3-yl)-1-oxoisoindoline-5-yl)methyl)-2-Phenylacetamide